2,3-Dimethyl-3-buten-2-ol CC(C)(C(=C)C)O